(2R,4S)-N-((S)-1-(((6-amino-2-methylpyridin-3-yl)methyl)amino)-1-oxopropan-2-yl)-4-(4-(pyridin-3-yl)benzyl)pyrrolidine-2-carboxamide di-trifluoroacetate FC(C(=O)O)(F)F.FC(C(=O)O)(F)F.NC1=CC=C(C(=N1)C)CNC([C@H](C)NC(=O)[C@@H]1NC[C@H](C1)CC1=CC=C(C=C1)C=1C=NC=CC1)=O